N[C@H](C1CCN(CC1)C(C)=O)C1=C(C=C(C(=C1)Cl)Cl)O (R)-1-(4-(amino(4,5-dichloro-2-hydroxyphenyl)methyl)piperidin-1-yl)ethanone